5-(1-hydroxycyclobutyl)pyrimidin OC1(CCC1)C=1C=NC=NC1